NN1C(=CC=CC1)C1=NC=C(C=C1)N 1,5'-diamino-2,2'-bipyridine